[Si](C)(C)(C(C)(C)C)OC1CCN(CC1)CCN1C[C@@H](CCC1)NC=1N=NC(=CC1)Cl N-[(3R)-1-(2-{4-[(tert-butyldimethylsilyl)oxy]piperidin-1-yl}ethyl)piperidin-3-yl]-6-chloropyridazin-3-amine